CC=1C=C(C=CC1)C1=NN2C(NCC(C2)CN2CCN(CC2)C)=C1C=1C=CC(N(N1)C1=C(C=CC=C1)C)=O (-)-6-{2-(3-methylphenyl)-6-[(4-methylpiperazin-1-yl)methyl]-4,5,6,7-tetrahydropyrazolo[1,5-a]pyrimidin-3-yl}-2-(2-methylphenyl)pyridazin-3(2H)-one